3-(1-isopropyl-4-((1-(3,4,5-trimethoxyphenyl)-1H-imidazol-4-yl)amino)-1H-pyrazolo[3,4-d]pyrimidin-6-yl)butan-1-ol C(C)(C)N1N=CC=2C1=NC(=NC2NC=2N=CN(C2)C2=CC(=C(C(=C2)OC)OC)OC)C(CCO)C